pyridazone (dicarbamate) C(N)(O)=O.C(N)(O)=O.N=1NC(C=CC1)=O